(2,2,2-TRIFLUORoETHYL)SULFANYLANILIN FC(CSNC1=CC=CC=C1)(F)F